N-((2s,3s)-2-methyl-6-(2-((S)-2-methylazetidin-1-yl)-6,7-dihydro-5H-cyclopenta[d]pyrimidin-4-yl)-2,3-dihydrobenzofuran-3-yl)methanesulfonamide C[C@@H]1OC2=C([C@@H]1NS(=O)(=O)C)C=CC(=C2)C=2C1=C(N=C(N2)N2[C@H](CC2)C)CCC1